6-(Difluoromethyl)-N-[2-(3-hydroxy-3-methylbutyl)-6-(2-hydroxy-prop-2-yl)-2H-indazol-5-yl]pyridine-2-carboxamide FC(C1=CC=CC(=N1)C(=O)NC1=CC2=CN(N=C2C=C1C(C)(C)O)CCC(C)(C)O)F